4-((1,5-dimethyl-1H-pyrazol-4-yl)methyl)-2-(6-(4-fluorobenzyl)pyridin-2-yl)morpholine CN1N=CC(=C1C)CN1CC(OCC1)C1=NC(=CC=C1)CC1=CC=C(C=C1)F